NC1=C(C=C(C=C1F)C(=O)C1=CC(=C2C(=CC=CN12)C1=C(C2=C(N(C(=N2)C)C)C=C1C)Cl)C#C)F (4-amino-3,5-difluorophenyl)(8-(4-chloro-1,2,6-trimethyl-1H-benzo[d]imidazol-5-yl)-1-ethynylindolizin-3-yl)methanone